1-bromo-3-(3-chloropropyl)-2-methylbenzene BrC1=C(C(=CC=C1)CCCCl)C